1-(oxetan-3-yl)-4-(4,4,5,5-Tetramethyl-1,3,2-dioxaborol-2-yl)-1H-pyrazole O1CC(C1)N1N=CC(=C1)B1OC(C(O1)(C)C)(C)C